(±)-tert-Butyl 2-((4-(8-cyano-4-(cyclopropylamino)pyrazolo[1,5-a][1,3,5]triazin-2-ylamino)-2-(methylsulfinylmethyl)phenyl)(methyl)amino)ethylcarbamate C(#N)C=1C=NN2C1N=C(N=C2NC2CC2)NC2=CC(=C(C=C2)N(CCNC(OC(C)(C)C)=O)C)C[S@](=O)C |r|